OC1=CC=C(C=C1)NC=CC(=O)C1=CC=CC=C1 3-(4-hydroxyphenylamino)-1-phenyl-2-propen-1-one